COC(=O)C1=CN(C(=C1)B1OC(C(O1)(C)C)(C)C)C.C(C)(C)C1=C(C2=NC3=CC=CC=C3N=C2C=C1)C(C)C Di-isopropyl-Phenazine methyl-1-methyl-5-(4,4,5,5-tetramethyl-1,3,2-dioxaborolan-2-yl)-1H-pyrrole-3-carboxylate